N1(CCOCC1)C=1C(N(C=CC1)C1=CC=C(C=C1)N1C(CCCC1)=O)=O 3-morpholinyl-1-(4-(2-oxo-piperidin-1-yl)phenyl)pyridin-2(1H)-one